4-(2-(4-isopropyl-2-(2-isopropylphenyl)piperazin-1-yl)-7-azaspiro[3.5]nonan-7-yl)benzamide C(C)(C)N1CC(N(CC1)C1CC2(C1)CCN(CC2)C2=CC=C(C(=O)N)C=C2)C2=C(C=CC=C2)C(C)C